C1(=CC=CC=C1)[C@@H](C=C)C=1C(=NC=CC1)C=1SC=CC1 (R)-3-(1-phenylallyl)-2-(thiophen-2-yl)pyridine